trans-7-((2-fluoro-5-(1-methyl-1H-1,2,4-triazol-3-yl)-4-(trifluoromethyl)phenyl)carbamoyl)-4-methyl-7-azabicyclo[4.1.1]octane-1-carboxylic acid FC1=C(C=C(C(=C1)C(F)(F)F)C1=NN(C=N1)C)NC(=O)N1C2CC(CCC1(C2)C(=O)O)C